1-(2-bromo-5-isopropoxy-4-methoxyphenyl)ethane-1-one BrC1=C(C=C(C(=C1)OC)OC(C)C)C(C)=O